C(CCCCCCCCCCC)C=1C=CC(=C(C1)N1N=C2C(=N1)C=CC=C2)O 2-(5-Dodecyl-2-hydroxyphenyl)benzotriazole